1'-[(Benzyloxy)Carbonyl]-6-{[(2,6-Dioxopiperidin-3-Yl)Amino]Methyl}-3H-Spiro[2-Benzofuran-1,4'-Piperidine]-5-Carboxylic Acid C(C1=CC=CC=C1)OC(=O)N1CCC2(CC1)OCC1=C2C=C(C(=C1)C(=O)O)CNC1C(NC(CC1)=O)=O